C(CCCCCCCCCCCCCCCCC)OCC(O)CO glyceryl monostearyl ether